1-(2-((4-chlorophenyl)ethynyl)-5-methoxyphenyl)-3-methylbutan-2-en-1-ol ClC1=CC=C(C=C1)C#CC1=C(C=C(C=C1)OC)C(C=C(C)C)O